ClC=1C=CC(=C(C1)C(CC(C=O)C)(CC=C(C)C)C)C 4-(5-chloro-2-methylphenyl)-2,4,7-trimethyloct-6-enal